CC1=NC=NC(=C1C1=CC=C(C=C1)[C@@H](C)[N+]1=NOC(=C1)[N-]C(NC1=CC(=NC=C1)C(F)(F)F)=O)C (R)-(3-(1-(4-(4,6-dimethylpyrimidin-5-yl)phenyl)ethyl)-1,2,3-oxadiazol-3-ium-5-yl)((2-(trifluoromethyl)pyridin-4-yl)carbamoyl)amide